1-(4-isopropylbenzoyl)-1-hydroxy-1-methylethane C(C)(C)C1=CC=C(C(=O)C(C)(C)O)C=C1